ClC1=C(C=CC=C1)NC(N(C)C1=CC=2OC(C(=CC2S1)C(=O)OC)=O)=O methyl 2-(3-(2-chlorophenyl)-1-methylureido)-5-oxo-5H-thieno[3,2-b]pyran-6-carboxylate